5-(4-Cyclohexylphenyl)-3-(3-(fluoromethyl)azetidine-1-carbonyl)-2-(4-methylpyrimidin-2-yl)pyrazolo[1,5-a]pyrimidin-7(4H)-one C1(CCCCC1)C1=CC=C(C=C1)C=1NC=2N(C(C1)=O)N=C(C2C(=O)N2CC(C2)CF)C2=NC=CC(=N2)C